N-[4-(3-pyridyl)phenyl]acetamide N1=CC(=CC=C1)C1=CC=C(C=C1)NC(C)=O